C(CCC)C(CO)(CO)C 2-butyl-2-methyl-1,3-propanediol